CN(C)CCN1N=NC=C1 (2-(N,N-dimethylamino)ethyl)-1H-1,2,3-triazole